C(C)(C)(C)OC(=O)N1CC=2N=CN=C(C2CC1)OC1=C(C(=CC=C1)C#N)Cl 4-(2-Chloro-3-cyanophenoxy)-5H,6H,7H,8H-pyrido[3,4-d]pyrimidine-7-carboxylic acid tert-butyl ester